(3R)-1-Cyclobutylpiperidin-3-amine hydrochloride tert-butyl-N-[(3R)-1-cyclobutyl-3-piperidinyl]carbamate C(C)(C)(C)OC(N[C@H]1CN(CCC1)C1CCC1)=O.Cl.C1(CCC1)N1C[C@@H](CCC1)N